2-(2-ethyl-6-methylphenoxy)-5-fluorobenzonitrile C(C)C1=C(OC2=C(C#N)C=C(C=C2)F)C(=CC=C1)C